ClC=1C=C(C2=C(N=C(O2)N2CC3CCCC(C2)N3C(=O)OC(C)(C)C)C1C(F)(F)F)N1N=CC=C1 tert-Butyl 3-(5-chloro-7-(1H-pyrazol-1-yl)-4-(trifluoromethyl)benzo[d]oxazol-2-yl)-3,9-diazabicyclo[3.3.1]nonane-9-carboxylate